5-[(2S)-2-methylpyrrolidin-1-yl]pyrazin-2-amine C[C@@H]1N(CCC1)C=1N=CC(=NC1)N